N(=[N+]=[N-])C(C(=O)NCC(=O)NC1=CC=C(C=C1)CO)CCCC azido-N-(2-((4-(hydroxymethyl)phenyl)amino)-2-oxoethyl)hexanamide